BrC1=CC(=C(OC=2C=CC(=C(C2)S(=O)(=O)NC2CC3(CC(C3)O[Si](C)(C)C(C)(C)C)C2)O)C(=C1)Cl)Cl 5-(4-bromo-2,6-dichloro-phenoxy)-N-[2-[tert-butyl(dimethyl)silyl]oxyspiro[3.3]heptan-6-yl]-2-hydroxy-benzenesulfonamide